CC1=C(C=O)C=CC(=C1)OC(F)(F)F 2-methyl-4-(trifluoromethoxy)benzaldehyde